C(C)(C)N(C(C)C)[Al](C)C (diisopropylamino)(dimethyl)aluminum